Ethyl (5-(5-((7-chloro-4-oxo-3,4-dihydrophthalazin-1-yl)methyl)-2-fluorophenyl)-1H-benzoimidazol-2-yl)carbamate ClC1=CC=C2C(NN=C(C2=C1)CC=1C=CC(=C(C1)C1=CC2=C(NC(=N2)NC(OCC)=O)C=C1)F)=O